C1N(CC12CCOCC2)CCCOC=2C=C1C(=NC=NC1=CC2OC)C2=CC=C(C=C2)NC(CC2=CC=C(C=C2)C(F)(F)F)=O N-(4-(6-(3-(7-oxa-2-azaspiro[3.5]nonane-2-yl)propoxy)-7-methoxyquinazolin-4-yl)phenyl)-2-(4-(trifluoromethyl)phenyl)acetamide